C(C=C)(=O)N1C[C@H](C[C@@H]1COC)N1N=C(C(=C1NC)C(=O)N)C#CC1=C(C=C2C(=CN=NC2=C1)C)F 1-((3S,5R)-1-acryloyl-5-(methoxymethyl)pyrrolidin-3-yl)-3-((6-fluoro-4-methylcinnolin-7-yl)ethynyl)-5-(methylamino)-1H-pyrazole-4-carboxamide